bromo-4,5-dihydroisoxazole BrC1=NOCC1